C1=CC=C2C(C3=C(C(C2=C1)O)C(=CC(=C3N)S(=O)(=O)O)NC4=CC(=C(C=C4)S(=O)(=O)O)NC5=NC(=NC(=N5)NC6=CC(=CC=C6)S(=O)(=O)O)Cl)O The molecule is an anthracene that consists of 9,10-dihydroxy-9,10-dihydroanthracene carrying amino, sulfo and [3-({4-chloro-6-[(3-sulfophenyl)amino]-1,3,5-triazin-2-yl}amino)-4-sulfophenyl]amino substituents at positions 1, 2 and 4 respectively. It has a role as a dye. It is a member of anthracenes, a diamino-1,3,5-triazine, a chloro-1,3,5-triazine and an arenesulfonic acid. It is a conjugate acid of a Reactive Blue 5 quinol form(3-).